Hexyl (iodomethyl) carbonate C(OCCCCCC)(OCI)=O